C(C)(C)(C)OC(=O)N1[C@@H]2CN([C@H](C1)C2)C=2C=NC(=CC2)N 5-(6-amino-3-pyridinyl)-(1s,4s)-2,5-diazabicyclo[2.2.1]heptane-2-carboxylic acid tert-butyl ester